CC1=NC(=CC=C1O[C@@H]1C[C@H](CCC1)C(=O)O)C=1N=NN(C1NC(=O)OCCC)C (1S,3S)-3-((2-methyl-6-(1-methyl-5-((propoxycarbonyl)amino)-1H-1,2,3-triazol-4-yl)pyridin-3-yl)oxy)cyclohexane-1-carboxylic acid